racemic-8-phenyl-6-(3H-1,2,3-triazole-4-carbonyl)-6-azaspiro[3.4]octane C1(=CC=CC=C1)[C@H]1CN(CC12CCC2)C(=O)C=2NN=NC2 |r|